1,1,3,3-tetrabromo-2-sec-butyldisilazane Br[SiH](N([SiH](Br)Br)C(C)CC)Br